C(C(=C)C)(=O)[O-].F[Si+2]F.C(C(=C)C)(=O)[O-] difluorosilicon methacrylate